1-(hydroxymethyl)-3,4-dihydroquinolin-2(1H)-one OCN1C(CCC2=CC=CC=C12)=O